C(C1=CC=CC=C1)OC1=NC(=CC=C1C1=NN(C2=CC(=CC=C12)N1CCN(CC1)C(=O)[C@@H]1[C@@H](CN(CC1)C(=O)OC(C)(C)C)C)C)OCC1=CC=CC=C1 tert-butyl (3S,4S)-4-(4-(3-(2,6-bis(benzyloxy)pyridin-3-yl)-1-methyl-1H-indazol-6-yl)piperazine-1-carbonyl)-3-methylpiperidine-1-carboxylate